4'-(4-aminophenyl)-2,2':6',2''-terpyridine NC1=CC=C(C=C1)C1=CC(=NC(=C1)C1=NC=CC=C1)C1=NC=CC=C1